4-benzyl-1-methyl-1H-1,2,4-triazol-4-ium chloride [Cl-].C(C1=CC=CC=C1)[N+]=1C=NN(C1)C